C(C)(=O)NC=1C=C2C=C(C=C(C2=CC1)N1CCN(CC1)C(=O)N(C)C)S(NC1(CC1)C)(=O)=O 4-(6-acetamido-3-(N-(1-methylcyclopropyl)sulfamoyl)naphthalen-1-yl)-N,N-dimethylpiperazine-1-carboxamide